tert-butyl N-[(5-cyano-4-iodo-1H-pyrazol-3-yl)methyl]-N-methylcarbamate C(#N)C1=C(C(=NN1)CN(C(OC(C)(C)C)=O)C)I